C(C)(C)(C)OC(=O)N1CCC(CC1)C(C1=NC=CC=C1)(C1=CC(=CC=C1)SC)O 4-[hydroxy-(3-methylthiophenyl)-(2-pyridinyl)methyl]Piperidine-1-carboxylic acid tert-butyl ester